(2S,4R)-tert-butyl 4-fluoro-2-((3-((1-(3-methoxynaphthalen-1-yl)cyclopropyl)carbamoyl)-4-methylphenoxy)methyl)pyrrolidine-1-carboxylate F[C@@H]1C[C@H](N(C1)C(=O)OC(C)(C)C)COC1=CC(=C(C=C1)C)C(NC1(CC1)C1=CC(=CC2=CC=CC=C12)OC)=O